(R)-(4-(7-fluoropyrazolo[1,5-a]pyridin-2-yl)-6,7-dihydro-1H-imidazo[4,5-c]pyridin-5(4H)-yl)(5-(6-methylpyridin-2-yl)-1,3,4-oxadiazol-2-yl)methanone FC1=CC=CC=2N1N=C(C2)[C@@H]2N(CCC1=C2N=CN1)C(=O)C=1OC(=NN1)C1=NC(=CC=C1)C